N-cyclopropyl-2-(2-oxo-6-(3-(trifluoromethyl)phenyl)-3-trityl-2,3-dihydro-1H-imidazo[4,5-b]pyridin-1-yl)acetamide C1(CC1)NC(CN1C(N(C2=NC=C(C=C21)C2=CC(=CC=C2)C(F)(F)F)C(C2=CC=CC=C2)(C2=CC=CC=C2)C2=CC=CC=C2)=O)=O